O[C@H]1C(N([C@H]1C=C(C)C)C1=CC=C(C=C1)OC)=O (3R,4S)-3-hydroxy-1-(4-methoxyphenyl)-4-(2-methylpropan-1-en-1-yl)azetidin-2-one